C(C1=CC=CC=C1)OC1=C(C=CC=C1)C1(CC1)C=1C(=C(C(=O)N)C=C(C1)OCCN(C)C)C (1-(2-(Benzyloxy)phenyl)cyclopropyl)-5-(2-(dimethyl-amino)ethoxy)-2-methylbenzamide